N-(2,3-methylenedioxybenzyl)-1-(2,5-dimethoxy-4-bromophenyl)-2-aminoethane C1OC2=C(CNCCC3=C(C=C(C(=C3)OC)Br)OC)C=CC=C2O1